tert-Butyl (1R,4R)-5-[4-(4,4,5,5-tetramethyl-1,3,2-dioxaborolan-2-yl)phenyl]-2,5-diazabicyclo[2.2.1]heptane-2-carboxylate CC1(OB(OC1(C)C)C1=CC=C(C=C1)N1[C@H]2CN([C@@H](C1)C2)C(=O)OC(C)(C)C)C